O1COCC(C1)C[C@@H]1N(CCC2=C1NC1=CC=C(C=C21)N2N=CC=N2)C2=NC=NC(=N2)C(F)(F)F (1S)-1-[(1,3-dioxan-5-yl)methyl]-6-(2H-1,2,3-triazol-2-yl)-2-[4-(trifluoromethyl)-1,3,5-triazin-2-yl]-2,3,4,9-tetrahydro-1H-pyrido[3,4-b]indole